1-(1-(2-(quinolin-6-yl)acetyl)piperidin-4-yl)-7-(trifluoromethyl)-1H-benzo[d]imidazol-2(3H)-one N1=CC=CC2=CC(=CC=C12)CC(=O)N1CCC(CC1)N1C(NC2=C1C(=CC=C2)C(F)(F)F)=O